NC1=C(C=C(C(=N1)F)C=1C=CC(=C(C#N)C1)OC1CCN(CC1)C(C)C)C=1C=C2CCNC(C2=CC1)=O 5-(6-amino-2-fluoro-5-(1-oxo-1,2,3,4-tetrahydroisoquinolin-6-yl)pyridin-3-yl)-2-((1-isopropylpiperidin-4-yl)oxy)benzonitrile